[Si](C)(C)(C(C)(C)C)OC1(CC1)N1CC=C(C=C1)C1(OC(C(C1C1=C(C(=C(C=C1)F)F)OC)C)(C(F)(F)F)C)C(=O)N 2-(1-((tert-Butyldimethylsilanyloxy)cyclopropyl)pyridin-4-yl)-3-(3,4-difluoro-2-methoxyphenyl)-4,5-dimethyl-5-(trifluoromethyl)tetrahydrofuran-2-carboxamide